C(C=C)(=O)OCCN1C(NC(=NC1=O)N)=O 2-(4-amino-2,6-dioxo-3,6-dihydro-1,3,5-triazin-1(2H)-yl)ethyl acrylate